N-(3-chloro-5-(methylsulfonamido)phenyl)-1-(3-(cyclopropylmethoxy)pyridin-2-yl)-5-methyl-1H-pyrrole-3-carboxamide ClC=1C=C(C=C(C1)NS(=O)(=O)C)NC(=O)C1=CN(C(=C1)C)C1=NC=CC=C1OCC1CC1